N1=CC(=CC=C1)[C@H]1N(CCC1)CCCC(=O)NC1CCC(CC1)C(=O)OC (1S,4r)-Methyl 4-(4-((S)-2-(pyridin-3-yl)pyrrolidin-1-yl)butanamido)cyclohexanecarboxylate